C(C)(C)(C)C1=NC(=NO1)C(=O)NCC1[C@@H]2CN(C[C@H]1CC2)C=2C=1N(C=C(N2)C=2C=NN(C2)C)N=CC1 5-(tert-butyl)-N-(((1R,5S,8s)-3-(6-(1-methyl-1H-pyrazol-4-yl)pyrazolo[1,5-a]pyrazin-4-yl)-3-azabicyclo[3.2.1]octan-8-yl)methyl)-1,2,4-oxadiazole-3-carboxamide